benzyl 6-methyl-5-(4,4,5,5-tetramethyl-1,3,2-dioxa-borolan-2-yl)-3,6-dihydro-2H-pyridine-1-carboxylate CC1C(=CCCN1C(=O)OCC1=CC=CC=C1)B1OC(C(O1)(C)C)(C)C